C(C)(C)OC1=CC=2N(C=C1C(=O)NC=1N=NC(=CC1)N1C[C@@H](NCC1)C)C=C(N2)C (S)-7-isopropoxy-2-methyl-N-(6-(3-methylpiperazin-1-yl)pyridazin-3-yl)imidazo[1,2-a]pyridine-6-carboxamide